6-fluoro-7-(2-pyrimidinylpiperazin-1-yl)-4-oxo-1-(4-(4-chlorophenoxy)phenyl)-1,4-dihydroquinoline-3-carboxylic acid FC=1C=C2C(C(=CN(C2=CC1N1C(CNCC1)C1=NC=CC=N1)C1=CC=C(C=C1)OC1=CC=C(C=C1)Cl)C(=O)O)=O